2-cyclopropyl-6,7-dimethoxyquinazolin-4(3H)-one C1(CC1)C1=NC2=CC(=C(C=C2C(N1)=O)OC)OC